2'-Hydroxy-4,4'-bis(alpha-D-glucopyranosyloxy)-6'-methoxychalcone OC1=C(C(/C=C/C2=CC=C(C=C2)O[C@@H]2[C@H](O)[C@@H](O)[C@H](O)[C@H](O2)CO)=O)C(=CC(=C1)O[C@@H]1[C@H](O)[C@@H](O)[C@H](O)[C@H](O1)CO)OC